ClC=1C=CC=2C=3C=CC(=C4C(=CC=C(C5=CC=C(C1C52)C(=O)O)C43)C(=O)O)Cl 3,10-dichloroperylene-4,9-dicarboxylic acid